(4-(4-(2-chloro-3-(5-(((cis-3-hydroxycyclobutyl)amino)methyl)-6-methoxypyridin-2-yl)phenyl)-1H-indazol-1-yl)-2,6-dimethoxybenzyl)-D-serine ClC1=C(C=CC=C1C1=NC(=C(C=C1)CN[C@@H]1C[C@@H](C1)O)OC)C1=C2C=NN(C2=CC=C1)C1=CC(=C(CN[C@H](CO)C(=O)O)C(=C1)OC)OC